NC=1C(=C2C=NN(C2=C(C1)F)C)N1[C@@H](C[C@@H](C1)O[Si](C)(C)C(C)(C)C)CNC(OCC1=CC=CC=C1)=O Benzyl ((2S,4S)-1-(5-amino-7-fluoro-1-methyl-1H-indazol-4-yl)-4-(tert-butyldimethylsilyloxy)pyrrolidin-2-yl)methylcarbamate